C(C)C1=CC=C(C=C1)C(CC)=O 4'-ethyl-propiophenone